acetic acid (Z,E)-9,12-tetradecadiene-1-yl ester C(CCCCCCC\C=C/C\C=C\C)OC(C)=O